ClC(=O)C=1SC=2CN(CCCC2N1)C(=O)OCC1=CC=CC=C1 benzyl 2-(chlorocarbonyl)-7,8-dihydro-4H-thiazolo[5,4-c]azepine-5(6H)-carboxylate